2-[methyl-(tridecyl)amino]acetamide CN(CC(=O)N)CCCCCCCCCCCCC